FC=1C=C(C=CC1F)CN1N=C(N=C1)C(=O)N[C@@H]1C(N(C=2N(CC1)N=CC2)C)=O |r| 1-[(3,4-Difluorophenyl)methyl]-N-[rac-(6S)-4-methyl-5-oxo-7,8-dihydro-6H-pyrazolo[1,5-a][1,3]diazepin-6-yl]-1,2,4-triazol-3-carboxamid